BrC1=CC=C(C=C1)N1C[C@@H](NCC1)COCCC(=O)O (R)-3-((4-(4-bromophenyl)piperazin-2-yl)methoxy)propionic acid